NC=1C=C(OCC=2N=NN(C2)C2CC3(COC2)C(NC2=CC=CC=C23)=O)C=CC1 5'-(4-((3-Aminophenoxy)methyl)-1H-1,2,3-triazol-1-yl)-2',4',5',6'-tetrahydrospiro[indoline-3,3'-pyran]-2-one